C1(CC1)C1=NC=C(C=N1)C=1N=C(SC1)OC1=CC(=C(N)C=C1)F 4-{[4-(2-cyclopropylpyrimidin-5-yl)-1,3-thiazol-2-yl]oxy}-2-fluoroaniline